N1(N=NC=C1)C=1C=C(C=CC1)N1N=C(C=C1C1=CC(=C(C#N)C=C1)F)N 4-(1-(3-(1H-1,2,3-triazol-1-yl)phenyl)-3-amino-1H-pyrazol-5-yl)-2-fluorobenzonitrile